O=C1NC(CC[C@@H]1NC1=CC=C(C=C1)C1CCN(CC1)CC(=O)N1CCNCC1)=O 4-[2-[4-[4-[[(3S)-2,6-dioxo-3-piperidyl]amino]phenyl]-1-piperidyl]acetyl]piperazin